FC(O[C@H]1CC[C@H](CC1)NC1=NN2C(C=N1)=C(C=C2)C2=CC=C1C(=N2)N(C(=N1)C)CC(F)F)F N-(cis-4-(Difluoromethoxy)cyclohexyl)-5-(3-(2,2-difluoroethyl)-2-methyl-3H-imidazo[4,5-b]pyridin-5-yl)pyrrolo[2,1-f][1,2,4]triazin-2-amine